4-Chloro-5-(4-methylphenyl)-1H-imidazole-2-carbonitrile ClC=1N=C(NC1C1=CC=C(C=C1)C)C#N